NC1=NC=C(C(=N1)N)C1=C(C(=CC(=C1)Cl)Cl)Cl 2,4-Diamino-5-(2,3,5-trichlorophenyl)pyrimidine